2-(6-chloropyridin-4-yl)propan-2-ol ClC1=CC(=CC=N1)C(C)(C)O